O[C@H]1CC[C@@H]2C(C[C@H]3[C@@H]4CC[C@H]([C@@H](CCCC(C)(C)C)C)[C@]4(CC[C@@H]3[C@]2(C1)C)C)=O 2a-hydroxy-25-methyl-5a-cholestan-6-one